iron-tin hydroxide [Sn](O)(O)(O)O.[Fe]